NC([C@H](CCC(=O)OC(C)(C)C)N1C(C2=CC=C(C=C2C1)C1=CC(=C2C(=N1)N(C=C2)C)C2N(CCCC2)C(=O)OC(C)(C)C)=O)=O tert-butyl 2-(6-(2-((S)-1-amino-5-(tert-butoxy)-1,5-dioxopentan-2-yl)-1-oxoisoindolin-5-yl)-1-methyl-1H-pyrrolo[2,3-b]pyridin-4-yl)piperidine-1-carboxylate